ClC1=CC=C(C(=N1)N1N=CC(=C1C(F)(F)F)C(=O)NC=1C=NC(=C(C1)C#N)N1N=CC=N1)C(F)(F)F 1-(6-chloro-3-(trifluoromethyl)pyridin-2-yl)-N-(5-cyano-6-(2H-1,2,3-triazol-2-yl)pyridin-3-yl)-5-(trifluoromethyl)-1H-pyrazole-4-carboxamide